O1CC(C1)N1C[C@@H](CCC1)NC1=NN=C(C=2N1C=CC2)C2=C(C=C(C=C2)C(F)(F)F)O (R)-2-(4-((1-(oxetan-3-yl)piperidin-3-yl)amino)pyrrolo[1,2-d][1,2,4]triazin-1-yl)-5-(trifluoromethyl)phenol